cyclohex-1-enecarbonitrile C1(=CCCCC1)C#N